NC1=CC(=C(C(=O)OC2COCC2)C=C1)C=1N=NNN1 tetrahydrofuran-3-yl 4-amino-2-(2H-tetrazol-5-yl)benzoate